CN(CCCC(=O)OC)[C@H](\C=C\B1OC(C(O1)(C)C)(C)C)C Methyl 4-[methyl-[(E,1S)-1-methyl-3-(4,4,5,5-tetramethyl-1,3,2-dioxaborolan-2-yl)allyl]amino]-butanoate